C(#N)C1=CC(=C(C=C1)C1=CC=C(C=C1)C(CNC(OC(C)(C)C)=O)=NNS(=O)(=O)C1=CC=C(C)C=C1)OC1=NC(=NC(=C1)N1CCOCC1)C tert-Butyl (2-(4'-cyano-2'-((2-methyl-6-morpholinopyrimidin-4-yl)oxy)-[1,1'-biphenyl]-4-yl)-2-(2-tosylhydrazono)ethyl)carbamate